ClC=1N=CC=2N3C(N(C2N1)C1CCOCC1)=NC(C=C3)=O 2-chloro-10-(tetrahydro-2H-pyran-4-yl)pyrimido[2,1-F]purin-8(10H)-one